(R)-8-hydroxyl-3,5-dimethyl-7-(p-tolyl)isochroman-1-one OC=1C(=CC(=C2C[C@H](OC(C12)=O)C)C)C1=CC=C(C=C1)C